C(C(=O)O)(=O)O.S1C2=C(C=C1)C(=CC=C2)N2CCN(CC2)CCC(=O)N2C1=C(CCC3=C2C=CC=C3)C=CC=C1 3-[4-(benzo[b]thiophen-4-yl)piperazin-1-yl]-1-[10,11-dihydro-5H-dibenzo[b,f]azepin-5-yl]propan-1-one oxalate